FC1=CC=C2C=C(N=NC2=C1)I 7-Fluoro-3-iodocinnoline